[Si]([O-])([O-])([O-])[O-].[Ba+2].[Ca+2] calcium-barium silicate